ClC1=NC(=C2C(=N1)N(N=C2)[C@H]2[C@@H]([C@@H]([C@H](O2)CS(=O)(=O)C(CO)(C)P(O)(O)=O)O)O)NC2CCCC2 (2-((((2S,3S,4R,5R)-5-(6-chloro-4-(cyclopentylamino)-1H-pyrazolo[3,4-d]pyrimidin-1-yl)-3,4-dihydroxytetrahydrofuran-2-yl)methyl)sulfonyl)-1-hydroxypropan-2-yl)phosphonic acid